N-((1S,3R)-3-((2'-(benzyloxy)-2,4-difluoro-[1,1'-biphenyl]-3-yl)methyl)-3-(4-(chloromethyl)oxazol-2-yl)cyclopentyl)methanesulfonamide C(C1=CC=CC=C1)OC1=C(C=CC=C1)C1=C(C(=C(C=C1)F)C[C@]1(C[C@H](CC1)NS(=O)(=O)C)C=1OC=C(N1)CCl)F